6-Bromo-3-(4-(3-(2-isopropyl-1H-imidazol-4-yl)piperidin-1-yl)pyrimidin-2-yl)imidazo[1,2-a]pyrazine BrC=1N=CC=2N(C1)C(=CN2)C2=NC=CC(=N2)N2CC(CCC2)C=2N=C(NC2)C(C)C